C(C)(C)C1=NC=C(C=N1)C(=O)N 2-isopropyl-pyrimidine-5-carboxamide